C1(CC1)C1=CC(=NO1)CN1CCN(CC1)C1=C(C=CC(=C1)CC(C)C)C=1N=NNN1 5-cyclopropyl-3-[[4-[5-isobutyl-2-(2H-tetrazol-5-yl)phenyl]piperazin-1-yl]methyl]isoxazole